N1=CN=CC(=C1)C1=COC=2C1=NC=C(C2)C2=CC=C(C=C2)N2CCN(CC2)C(=O)OC(C)(C)C tert-butyl 4-(4-(3-(pyrimidin-5-yl)furo[3,2-b]pyridin-6-yl)phenyl)piperazine-1-carboxylate